ClC1=CC(=C(OCC=2C=C(OC3CCN(CC3)CC3=NC4=C(N3CC3=CN=CN3CC)C=C(C=C4)C(=O)O)C=CC2)C=C1)F 2-[(4-{3-[(4-chloro-2-fluorophenoxy)methyl]phenoxy}piperidin-1-yl)methyl]-1-[(1-ethyl-1H-imidazol-5-yl)methyl]-1H-1,3-benzodiazole-6-carboxylic acid